N[C@H](C(=C)C)C1=CC=2N(N=C1)C=C(N2)[C@H](C2CCC(CC2)(F)F)NC(OC(C)(C)C)=O |o1:1| Tert-Butyl ((S)-(7-((R*)-1-Amino-2-methylallyl)imidazo[1,2-b]pyridazin-2-yl)(4,4-difluorocyclohexyl)methyl)carbamate